CC1(C=CC=C2C=3C=CC4=C(C3C=C12)C(C1=CC=CC=C14)(C)C)C 10,10,12,12-tetramethyl-indenofluorene